1-(3,5-dichlorophenyl)-3-[(1S)-1-(2-pyrimidin-2-yl-1,2,4-triazol-3-yl)ethyl]urea ClC=1C=C(C=C(C1)Cl)NC(=O)N[C@@H](C)C=1N(N=CN1)C1=NC=CC=N1